Tert-butyl 4-(2-ethoxy-2-oxo-ethoxy)-4-methyl-piperidine-1-carboxylate C(C)OC(COC1(CCN(CC1)C(=O)OC(C)(C)C)C)=O